ClC1=NC=CC(=C1Cl)NC(=O)N[C@@H](C)C=1N(N=CN1)C1=NC=CC=N1 1-(2,3-dichloro-4-pyridyl)-3-[(1S)-1-(2-pyrimidin-2-yl-1,2,4-triazol-3-yl)ethyl]urea